CN(CCCN[Si](C)(C)C)C [3-(dimethylamino)propyl](trimethylsilyl)-amine